2,6-diethyl-4-ethylaniline C(C)C1=C(N)C(=CC(=C1)CC)CC